(E,E)-3,7,11-Trimethyl-2,6,10-dodecatrienyl hexanoate C(CCCCC)(=O)OC\C=C(\CC\C=C(\CCC=C(C)C)/C)/C